ClC=1C(=NC=CC1C1=C(C(=CC=C1)C1=CC=C2C(=N1)N(C=C2C=O)C)Cl)C2=CC(=C(CN(C(OC(C)(C)C)=O)C[C@H]1NC(CC1)=O)C=C2)OC tert-butyl (S)-(4-(3-chloro-4-(2-chloro-3-(3-formyl-1-methyl-1H-pyrrolo[2,3-b]pyridin-6-yl)phenyl)pyridin-2-yl)-2-methoxybenzyl)((5-oxopyrrolidin-2-yl)methyl)carbamate